Methyl piperazine-1-carboxylate N1(CCNCC1)C(=O)OC